1-(4-((2-(2-cyclopropylphenyl)-8-oxo-7,8-dihydro-9H-purin-9-yl)methyl)phenyl)-N,N,5-trimethyl-1H-pyrazole-3-carboxamide C1(CC1)C1=C(C=CC=C1)C1=NC=C2NC(N(C2=N1)CC1=CC=C(C=C1)N1N=C(C=C1C)C(=O)N(C)C)=O